3,3-difluoro-1-((2S,5S)-9-((4-fluorophenyl)ethynyl)-2,3-dihydro-2,5-methanopyrido[3,4-f][1,4]oxazepin-4(5H)-yl)-2,2-dimethylpropan-1-one FC(C(C(=O)N1C[C@H]2OC3=C([C@@H]1C2)C=NC=C3C#CC3=CC=C(C=C3)F)(C)C)F